ethyl 3-(4-(4-((5-cyclopropyl-3-(2-(trifluoromethoxy)phenyl)isoxazol-4-yl)methoxy)piperidin-1-yl)phenyl)propiolate C1(CC1)C1=C(C(=NO1)C1=C(C=CC=C1)OC(F)(F)F)COC1CCN(CC1)C1=CC=C(C=C1)C#CC(=O)OCC